N-((2-fluorophenyl)(methyl)(oxo)-λ6-sulfaneylidene)-7-(5-(trifluoromethyl)-1,2,4-oxadiazol-3-yl)imidazo[1,2-a]pyridine-2-carboxamide FC1=C(C=CC=C1)S(=NC(=O)C=1N=C2N(C=CC(=C2)C2=NOC(=N2)C(F)(F)F)C1)(=O)C